2-((1r,4r)-4-hydroxycyclohexylamino)-4-(tert-pentylamino)pyrimidine-5-carbonitrile OC1CCC(CC1)NC1=NC=C(C(=N1)NC(C)(C)CC)C#N